(1R-2R)-N-(7-methyl-6-(1-((S)-3-methyltetrahydrofuran-3-yl)piperidin-4-yl)isoquinolin-3-yl)-2-(pyridin-2-yl)cyclopropane-1-carboxamide CC1=C(C=C2C=C(N=CC2=C1)NC(=O)[C@H]1[C@@H](C1)C1=NC=CC=C1)C1CCN(CC1)[C@@]1(COCC1)C